CN1N=C(C=C1)CC1CN(CCC1)CC1=CN=C(S1)NC(C)=O N-(5-((3-((1-methyl-1H-pyrazol-3-yl)methyl)piperidin-1-yl)methyl)thiazol-2-yl)acetamide